CC1=CC=C(C=C1)\C=C\C(=O)C1=CC=C(C=C1)C 4,4'-Dimethylchalcone